CN(CC(=O)O)S(=O)(=O)CC1=CC=CC=C1 methyl-toluenesulfonyl-glycine